FC(N1N=C(C=C1)C1(CC1)NC1=NC(=NC(=N1)C=1C=CC=2N(C1)C=NC2)N)F N4-[1-[1-(difluoromethyl)pyrazol-3-yl]cyclopropyl]-6-imidazo[1,5-a]pyridin-6-yl-1,3,5-triazine-2,4-diamine